NC=1C(=C(C=C2C=C(N=CC12)NC(=O)NC1CC(C1)OC)C1=C(C2=C(OCCN2)N=C1)C)F 1-(8-Amino-7-fluoro-6-(8-methyl-2,3-dihydro-1H-pyrido[2,3-b][1,4]oxazin-7-yl)isoquinolin-3-yl)-3-(3-methoxycyclobutyl)urea